phenylcarbonyl-(cyclohexylsulfonyl)diazomethane C1(=CC=CC=C1)C(=O)C(=[N+]=[N-])S(=O)(=O)C1CCCCC1